5-bromo-6-fluoro-3-methyl-1H-indazole BrC=1C=C2C(=NNC2=CC1F)C